O[C@@H](CO)[C@@H]1C(=C(C(O1)=O)O)O (5R)-5-[(1S)-1,2-dihydroxyethyl]-3,4-dihydroxyfuran-2(5H)-one